C(=O)(OC(C)(C)C)NC1=C(C=O)C=CC=C1 2-Bocaminobenzaldehyde